(2S,3S)-3-(4,4-diethyl-2-imino-6-oxotetrahydropyrimidin-1(2H)-yl)-N-((S)-2,2-dimethylchroman-4-yl)-2-(methoxymethyl)-2-methyl-2,3-dihydrobenzofuran-5-carboxamide C(C)C1(NC(N(C(C1)=O)[C@@H]1[C@@](OC2=C1C=C(C=C2)C(=O)N[C@H]2CC(OC1=CC=CC=C21)(C)C)(C)COC)=N)CC